5-((6-((2S,6R)-2,6-Dimethylmorpholino)-2-methylimidazo[1,2-b]pyridazin-3-yl)ethynyl)-N-(4-((4-methylpiperazin-1-yl)methyl)-3-(trifluoromethyl)phenyl)nicotinamide C[C@@H]1O[C@@H](CN(C1)C=1C=CC=2N(N1)C(=C(N2)C)C#CC=2C=NC=C(C(=O)NC1=CC(=C(C=C1)CN1CCN(CC1)C)C(F)(F)F)C2)C